C1(CC1)C=1C(=NSC1C(=O)NC1=CC(=NC=C1)C(F)(F)F)N(C)C 4-CYCLOPROPYL-3-(DIMETHYLAMINO)-N-[2-(TRIFLUOROMETHYL)PYRIDIN-4-YL]-1,2-THIAZOLE-5-CARBOXAMIDE